C(C)(C)(C)OC(=O)N1CC2(C3(CO3)CC1)CCCCC2 1-oxa-11-azadispiro[2.0.54.43]Tridecane-11-carboxylic acid tert-butyl ester